C(C)NCC1=CN=C2N1C=C(C=C2)C2=C(OCCC=1C(=NN(C1C)C)C(C)(C)O)C=C(C=C2)F 2-{4-[2-(2-{3-[(ethylamino)methyl]imidazo[1,2-a]pyridin-6-yl}-5-fluorophenoxy)ethyl]-1,5-dimethyl-1H-pyrazol-3-yl}propan-2-ol